methyl (S)-3-methyl-2-(5-oxo-2-((S)-1-tritylaziridine-2-carbonyl)-2,6-diazaspiro[3.4]octan-6-yl)butanoate CC([C@@H](C(=O)OC)N1C(C2(CN(C2)C(=O)C2[N@](C2)C(C2=CC=CC=C2)(C2=CC=CC=C2)C2=CC=CC=C2)CC1)=O)C